CC1=CC=C(C=N1)NC=1N=C2N(C=C(C=C2)C2=CC(=NC=C2)C)C1 N-(6-methylpyridin-3-yl)-6-(2-methylpyridin-4-yl)imidazo[1,2-a]pyridin-2-amine